C1(=CC=CC=C1)C12CC(C1)(C2)CNC(=O)C2=CN=CS2 N-((3-phenylbicyclo[1.1.1]pentan-1-yl)methyl)thiazole-5-carboxamide